(3,5-difluorophenyl)-8-methyl-7-(methylsulfonyl)imidazo[1,5-a]pyridine-1-carboxylic acid FC=1C=C(C=C(C1)F)C1=NC(=C2N1C=CC(=C2C)S(=O)(=O)C)C(=O)O